NCCCOCCN(C1=CC(=C(C=C1)F)Cl)C=1C=CN=C2C=CC(=NC12)C(=O)O 8-[N-[2-(3-aminopropoxy)ethyl]-3-chloro-4-fluoro-anilino]-1,5-naphthyridine-2-carboxylic acid